trimethylolpropane tricarbonate C(=O)(O)OC(=O)OC(=O)O.C(O)C(CC)(CO)CO